(S)-ethyl 2-(tert-butoxy)-2-(7-(4-chlorophenyl)-5-methyl-2-(1-methyl-3-((R)-3-(methylamino)pyrrolidin-1-yl)-1H-indazol-5-yl)benzo[d]thiazol-6-yl)acetate C(C)(C)(C)O[C@H](C(=O)OCC)C1=C(C2=C(N=C(S2)C=2C=C3C(=NN(C3=CC2)C)N2C[C@@H](CC2)NC)C=C1C)C1=CC=C(C=C1)Cl